ClC1=CC=C(C=C1)C1=NN(C[C@H]1C1=CC=CC=C1)/C(/N[C@@H](CS(N)(=O)=O)C)=N/S(=O)(=O)C1=CC=C(C=C1)Cl (R,E)-3-(4-chlorophenyl)-N'-((4-chlorophenyl)sulfonyl)-4-phenyl-N-((R)-1-sulfamoylpropan-2-yl)-4,5-dihydro-1H-pyrazole-1-carboximidamide